ClC1=C(C=CC(=C1)C1=C2C(=NC=C1)NC=C2F)C2([C@H](CN(C[C@H]2C)C)C)O (3S,4s,5R)-4-(2-chloro-4-(3-fluoro-1H-pyrrolo[2,3-b]pyridin-4-yl)phenyl)-1,3,5-trimethylpiperidin-4-ol